C(=O)C1=C(C(=CC(=C1)Br)C=O)O 2,6-diformyl-4-bromophenol